[V].[Na] sodium vanadium salt